(S)-6,7-difluoro-2-methyl-4-(1-(methylamino)ethyl)phthalazin-1(2H)-one hydrochloride Cl.FC=1C=C2C(=NN(C(C2=CC1F)=O)C)[C@H](C)NC